P(O)(O)(=S)O[C@H]1[C@H]([C@@H](O[C@@H]1CO)N1C(=O)N=C(N)C=C1)OC 2'-O-methylcytidine-3'-phosphorothioate